(S)-N-(7-((1-Acetyl-4-hydroxypiperidin-4-yl)ethynyl)-5-methyl-4-oxo-2,3,4,5-tetrahydrobenzo[b][1,4]oxazepin-3-yl)-4-(4-fluorophenoxy)picolinamid C(C)(=O)N1CCC(CC1)(O)C#CC1=CC2=C(OC[C@@H](C(N2C)=O)NC(C2=NC=CC(=C2)OC2=CC=C(C=C2)F)=O)C=C1